3-(4-(octylthio)-1-oxoisoindolin-2-yl)piperidine-2,6-dione C(CCCCCCC)SC1=C2CN(C(C2=CC=C1)=O)C1C(NC(CC1)=O)=O